((2-(4-(2-aminoethyl)piperazin-1-yl)ethyl)azanediyl)bis(butane-4,1-diyl) bis(2-butyloctanoate) C(CCC)C(C(=O)OCCCCN(CCCCOC(C(CCCCCC)CCCC)=O)CCN1CCN(CC1)CCN)CCCCCC